ClC=1N=C(C2=C(N1)CCC2)OC2CCC2 2-chloro-4-(cyclobutoxy)-6,7-dihydro-5H-cyclopenta[d]pyrimidine